4-[2-(2,6-dimethyl-4-pyridyl)-3-methyl-1H-indol-6-yl]benzene-1,2-diamine CC1=NC(=CC(=C1)C=1NC2=CC(=CC=C2C1C)C=1C=C(C(=CC1)N)N)C